COC(C1=CC(=C(C=C1)C1CC1)S(NC1=C(C=C(C(=C1)C#N)Cl)OC1CC(C1)C)(=O)=O)=O 3-(N-(4-chloro-5-cyano-2-(3-methylcyclobutoxy)phenyl)sulfamoyl)-4-cyclopropylbenzoic acid methyl ester